COC1=CC(=CC(=C1O)OC)C(=O)CO The molecule is an aromatic ketone that is 2-hydroxy-1-phenylethanone substituted by a hydroxy group at position 4 and methoxy groups at positions 3 and 5. It is a phytoalexin isolated from the papaya fruit and exhibits antifungal activity. It has a role as a phytoalexin, an antifungal agent and a plant metabolite. It is a dimethoxybenzene, a member of phenols, an aromatic ketone, a primary alcohol and a primary alpha-hydroxy ketone.